1-(4-(6-chloro-7-(2-fluorophenyl)cinnolin-4-yl)piperazin-1-yl)prop-2-en-1-one ClC=1C=C2C(=CN=NC2=CC1C1=C(C=CC=C1)F)N1CCN(CC1)C(C=C)=O